N1[C@@H]2[C@H](CC1)COC2 |r| rac-cis-hexahydro-1H-furo[3,4-b]pyrrole